C[NH+]1C(=C(CCC1)C)C 1,2,3-trimethyl-1,4,5,6-tetrahydropyridinium